N-(6-amino-5-methyl-3-pyridyl)-2-[(2S,5S)-3,3-difluoro-2-(4-Fluorophenyl)-5-methyl-1-piperidyl]-2-oxo-acetamide NC1=C(C=C(C=N1)NC(C(=O)N1[C@H](C(C[C@@H](C1)C)(F)F)C1=CC=C(C=C1)F)=O)C